N-((1s,4s)-4-((5-(3-(2,2-difluoroethyl)-2-methyl-3H-imidazo[4,5-b]pyridin-5-yl)-7H-pyrrolo[2,3-d]pyrimidin-2-yl)amino)cyclohexyl)acetamide FC(CN1C(=NC=2C1=NC(=CC2)C2=CNC=1N=C(N=CC12)NC1CCC(CC1)NC(C)=O)C)F